O1COC2=C1C=CC(=C2)CNC(C(=O)[C@H]2N(CCC2)C(CNC(=O)C2=CC=NC1=CC=C(C=C21)OCCCN(C)C)=O)=O (S)-N-(2-(2-(2-((benzo[d][1,3]dioxol-5-ylmethyl)amino)-2-oxoacetyl)pyrrolidin-1-yl)-2-oxoethyl)-6-(3-(dimethylamino)propoxy)quinoline-4-carboxamide